C(C)(C)(C)OC(NCCCC(=O)NC(C(=O)N[C@@H](C(=O)N1CCC2(CC1)CN(C1=CC=CC=C12)S(=O)(=O)C)COCC1=CC=CC=C1)(C)C)=O (R)-(4-((1-((3-(benzyloxy)-1-(1-(methylsulfonyl)spiro[indol-3,4'-piperidine]-1'-yl)-1-oxopropan-2-yl)amino)-2-methyl-1-oxopropan-2-yl)amino)-4-oxobutyl)carbamic acid tert-butyl ester